Methyl-2-(5-methyl-5,6,7,8-tetrahydro-1,6-naphthyridine-6-carbonyl)-1H-benzo[d]imidazole-5-carbonitrile CN1C(=NC2=C1C=CC(=C2)C#N)C(=O)N2C(C=1C=CC=NC1CC2)C